ClC1=C2CCCC(C2=CC(=C1)O)=O 5-chloro-7-hydroxy-3,4-dihydronaphthalen-1(2H)-one